dideaza-2'-deoxyadenosine [C@@H]1(C[C@H](O)[C@@H](CO)O1)C1=CC=C2C(=N)N=CN=C12